2-chloro-N-(9-(pyridin-2-yl)-6-oxaspiro[4.5]decan-9-yl)acetamide ClCC(=O)NC1(CCOC2(CCCC2)C1)C1=NC=CC=C1